N-cinnamylideneaniline C(C=CC1=CC=CC=C1)=NC1=CC=CC=C1